[Cd+2].C(CCCCCCCCC(=O)[O-])(=O)[O-] DECANEDIOIC ACID, CADMIUM SALT